ClC1=NC=CC2=C1N=C(N=C2)C=2C=C(C=CC2)C2=NOC(=C2)[C@]2(C(N(CC2)C)=O)O (R)-3-(3-(3-(8-chloropyrido[3,4-d]pyrimidin-2-yl)phenyl)isoxazol-5-yl)-3-hydroxy-1-methyl-pyrrolidone